C1(CCCCC1)CNC(OC1=C(C=CC=C1)C=1C=NC=C(C1)C1=NC=NN1)=O (5-(1H-1,2,4-triazol-5-yl)pyridin-3-yl)phenyl (cyclohexylmethyl)carbamate